methyl (R)-2-(5-bromo-2,3-difluorophenoxy)propanoate BrC=1C=C(C(=C(O[C@@H](C(=O)OC)C)C1)F)F